CC=1C=C(C=C(C1F)C)B(O)O 3,5-dimethyl-4-fluorophenylboronic acid